ClC1=C(C=CC=C1)[C@@H](C)OC(=O)NC=1C(=NOC1C1=CC=C(C=C1)NC(=O)C1C(C1C(=O)OC)(F)F)C methyl 3-((4-(4-((((R)-1-(2-chlorophenyl)ethoxy)carbonyl)amino)-3-methylisoxazol-5-yl)phenyl)carbamoyl)-2,2-difluorocyclopropane-1-carboxylate